C1(CCCC1)NC(=O)C1=NN2C(C=C(C=C2)OC2=NC=CC=C2OCC(F)(F)F)=C1 N-Cyclopentyl-5-((3-(2,2,2-trifluoroethoxy)pyridin-2-yl)oxy)pyrazolo[1,5-a]pyridine-2-carboxamide